CC1=C(C=CC=C1OCCCN1CC(CC1)O)C1=C(C(=CC=C1)OCCCNC1CCN(CC1)C)C 1-(3-((2,2'-dimethyl-3'-(3-((1-methylpiperidin-4-yl)amino)propoxy)-[1,1'-biphenyl]-3-yl)oxy)propyl)pyrrolidin-3-ol